6-[[3-[4-chloro-5-methyl-3-(trifluoromethyl)pyrazol-1-yl]benzoyl]-methyl-amino]-1,3-benzodioxole-5-carboxylic acid ClC=1C(=NN(C1C)C=1C=C(C(=O)N(C=2C(=CC3=C(OCO3)C2)C(=O)O)C)C=CC1)C(F)(F)F